5-(4-(benzyloxy)butyl)-2-bromo-4-(bromomethyl)thiazole C(C1=CC=CC=C1)OCCCCC1=C(N=C(S1)Br)CBr